Methyl (S)-2-(1-hydroxy-1,3-dihydrobenzo[c][1,2]oxaborole-6-carboxamido)-4-phenylbutanoate OB1OCC2=C1C=C(C=C2)C(=O)N[C@H](C(=O)OC)CCC2=CC=CC=C2